Cl.Cl.N[C@H](C(=O)N)C[C@H]1C(NC2=C(O1)C=CC=N2)=O (S)-2-amino-3-((S)-3-oxo-3,4-dihydro-2H-pyrido[3,2-b][1,4]oxazin-2-yl)propanamide dihydrochloride